methyl 3-(prop-2-yn-1-yloxy)benzoate C(C#C)OC=1C=C(C(=O)OC)C=CC1